ClCCCC(O)C1=C(C=CC=C1)OC 4-chloro-1-(2-methoxyphenyl)-1-butanol